(R)-7-chloro-N-(3-((3-(dimethylamino)pyrrolidin-1-yl)methyl)-5-(trifluoromethyl)phenyl)-1-methyl-6-(pyrazolo[1,5-a]pyrazin-3-yloxy)-1H-imidazo[4,5-b]pyridin-2-amine ClC1=C2C(=NC=C1OC=1C=NN3C1C=NC=C3)N=C(N2C)NC2=CC(=CC(=C2)C(F)(F)F)CN2C[C@@H](CC2)N(C)C